(R)-1',1'-difluoro-2-(4-fluorophenyl)-3-(1H-pyrazolo[3,4-b]pyridin-4-yl)spiro[4,6-dihydropyrrolo[1,2-b]pyrazole-5,2'-cyclopropane] FC1([C@@]2(C1)CC=1N(N=C(C1C1=C3C(=NC=C1)NN=C3)C3=CC=C(C=C3)F)C2)F